N(=[N+]=[N-])C(CCCN1C(C2=CC=CC=C2C1=O)=O)CC(F)(F)F 2-(4-azido-6,6,6-trifluorohexyl)isoindoline-1,3-dione